9-(2-dimethylaminoethyloxy)-4-[[(2S)-1,4-dioxan-2-yl]methoxy]-1-methyl-6,7-dihydrobenzo[a]quinolizin-2-one CN(CCOC1=CC2=C(C3=C(C(C=C(N3CC2)OC[C@H]2OCCOC2)=O)C)C=C1)C